ClC1=CC=C(C=C1)NNC(=O)C1(CC2=CC=CC=C2C1)NC(=O)C=1C(=NN(C1)C)C(F)F N-(2-(2-(4-chlorophenyl)hydrazine-1-carbonyl)-2,3-dihydro-1H-inden-2-yl)-3-(difluoromethyl)-1-methyl-1H-pyrazole-4-carboxamide